CC1=C2CCC(C2=CC=C1)=O 4-methylindan-1-one